3-[6-[2-(2-aminoethoxy)phenyl]-5-fluoro-indoline-1-carbonyl]-4-methoxybenzoic acid HCl Cl.NCCOC1=C(C=CC=C1)C1=C(C=C2CCN(C2=C1)C(=O)C=1C=C(C(=O)O)C=CC1OC)F